C([C@@H](C(=O)[O-])NC(=O)N)C(=O)[O-] The molecule is an N-carbamoyl-L-alpha-amino acid anion obtained by deprotonation of the carboxy groups of N-carbamoyl-L-aspartic acid. It has a role as a human metabolite and a Saccharomyces cerevisiae metabolite. It is a conjugate base of a N-carbamoyl-L-aspartic acid.